5-(6-(tert-butylamino)-4-(difluoromethyl)pyridin-3-yl)-N-((1R,2R)-2-hydroxycyclobutyl)-4-((S)-2-methylpyrrolidine-1-carbonyl)thiazole-2-carboxamide C(C)(C)(C)NC1=CC(=C(C=N1)C1=C(N=C(S1)C(=O)N[C@H]1[C@@H](CC1)O)C(=O)N1[C@H](CCC1)C)C(F)F